C1(CC1)C=1N=NN(C1)[C@H](C(=O)N1[C@@H](C[C@H](C1)O)C(=O)NCC12CCCC(C(N1)=O)C2)C(C)(C)C (2S,4R)-1-[(2S)-2-(4-cyclopropyltriazol-1-yl)-3,3-dimethyl-butanoyl]-4-hydroxy-N-[(7-oxo-6-azabicyclo[3.2.1]octan-5-yl)methyl]pyrrolidine-2-carboxamide